N-(3-(1,1-dioxidothiomorpholino)phenyl)-6-((1-hydroxy-2-methylpropan-2-yl)amino)-2-(6-azaspiro[2.5]octan-6-yl)nicotinamide O=S1(CCN(CC1)C=1C=C(C=CC1)NC(C1=C(N=C(C=C1)NC(CO)(C)C)N1CCC2(CC2)CC1)=O)=O